(e)-1-(pyrazin-2-yl)piperidin-3-amine N1=C(C=NC=C1)N1CC(CCC1)N